C1(=CC=CC2=CC=CC=C12)[S+](C1=CC=CC=C1)C1=CC=CC=C1 1-naphthyl-diphenyl-sulfonium